1-{3-fluoro-6-[(2R)-2-methylmorpholin-4-yl]-4-(trifluoromethyl)pyridin-2-yl}-4-methyl-3-{[1-(propan-2-yl)-1H-pyrazol-4-yl]methyl}-1,3-dihydro-2H-imidazol-2-one FC=1C(=NC(=CC1C(F)(F)F)N1C[C@H](OCC1)C)N1C(N(C(=C1)C)CC=1C=NN(C1)C(C)C)=O